((3aR,5R,6aS)-2,2-dimethyl-6-oxotetrahydrofurano[2,3-d][1,3]dioxol-5-yl)benzoic acid methyl ester COC(C1=C(C=CC=C1)[C@@H]1C([C@@H]2[C@@H](OC(O2)(C)C)O1)=O)=O